ClC=1C=C(C(=O)N(C)C2C[C@H]3CC[C@@H](C2)N3C(=O)OC(C)(C)C)C=CC1C1C(C1)C1=CC(=NC3=CC=CC=C13)C Tert-butyl (1R,3s,5S)-3-(3-chloro-N-methyl-4-(2-(2-methylquinolin-4-yl)cyclopropyl)benzamido)-8-azabicyclo[3.2.1]octane-8-carboxylate